C(C)(C)(C)OC(=O)N1[C@@H]2[C@H](C(C[C@H]1CCC2)=NC)F.FC=2C=C(C=C(C2)F)B2OB(OB(O2)C2=CC(=CC(=C2)F)F)C2=CC(=CC(=C2)F)F tris(3,5-difluorophenyl)boroxine tert-butyl-(1S,2R,5R)-2-fluoro-3-(methylimino)-9-azabicyclo[3.3.1]nonane-9-carboxylate